NC1=NN(C=2C1=NC(=CC2C=O)Cl)COCC[Si](C)(C)C 3-amino-5-chloro-1-((2-(trimethylsilyl)ethoxy)methyl)-1H-pyrazolo[4,3-b]pyridine-7-carbaldehyde